ClC=1C(=C(C=CC1F)N(C(=O)[C@H]1N(C(NC1)=O)C1=NC2=CC=CC=C2C(=C1)C(F)(F)F)C)F (S)-N-(3-chloro-2,4-difluorophenyl)-N-methyl-2-oxo-3-(4-(trifluoromethyl)quinoline-2-yl)imidazolidine-4-carboxamide